N-((7R)-2-cyano-2-azabicyclo[2.2.1]heptan-7-yl)-2'-(4-fluorophenoxy)-[1,1'-biphenyl]-4-carboxamide C(#N)N1C2CCC(C1)[C@H]2NC(=O)C2=CC=C(C=C2)C2=C(C=CC=C2)OC2=CC=C(C=C2)F